1,3,5-triscarboxyphenylethynylbenzene C(=O)(O)C1(CC(=CC(=C1)C(=O)O)C(=O)O)C#CC1=CC=CC=C1